Ethyl-1-(5-chloro-4-((3-(3-hydroxy-3-methylbutyl)-1-methyl-2-oxo-2,3-dihydro-1H-benzo[d]imidazol-5-yl)amino)pyrimidin-2-yl)-1H-pyrazol-4-carboxylat C(C)OC(=O)C=1C=NN(C1)C1=NC=C(C(=N1)NC1=CC2=C(N(C(N2CCC(C)(C)O)=O)C)C=C1)Cl